2-(4-(4-fluorophenyl)-1-isopropyl-1H-imidazol-5-yl)-N-(5-((1R,5S)-8-methyl-8-azabicyclo[3.2.1]oct-2-en-3-yl)pyridin-2-yl)thiazole-4-carboxamide FC1=CC=C(C=C1)C=1N=CN(C1C=1SC=C(N1)C(=O)NC1=NC=C(C=C1)C1=C[C@H]2CC[C@@H](C1)N2C)C(C)C